3-[3-methyl-2-oxo-5-[1-(2-piperazin-1-ylacetyl)-4-piperidyl]benzimidazol-1-yl]piperidine-2,6-dione CN1C(N(C2=C1C=C(C=C2)C2CCN(CC2)C(CN2CCNCC2)=O)C2C(NC(CC2)=O)=O)=O